The molecule is a diadenosyl tetraphosphate compound having the two 5'-adenosyl residues attached at the P(1)- and P(4)-positions. It has a role as an Escherichia coli metabolite and a mouse metabolite. It is a conjugate acid of a P(1),P(4)-bis(5'-adenosyl) tetraphosphate(4-). C1=NC(=C2C(=N1)N(C=N2)[C@H]3[C@@H]([C@@H]([C@H](O3)COP(=O)(O)OP(=O)(O)OP(=O)(O)OP(=O)(O)OC[C@@H]4[C@H]([C@H]([C@@H](O4)N5C=NC6=C(N=CN=C65)N)O)O)O)O)N